(S)-3-(isoquinolin-4-yl)-1-(4-methoxy-6-(trifluoromethyl)pyridin-3-yl)-2-oxoimidazolidine-4-carbonitrile C1=NC=C(C2=CC=CC=C12)N1C(N(C[C@H]1C#N)C=1C=NC(=CC1OC)C(F)(F)F)=O